C(C1=CC=CC=C1)NC(C1=CC(=CC=C1)B1OC(C(O1)(C)C)(C)C)=O N-benzyl-3-(4,4,5,5-tetramethyl-1,3,2-dioxaborolan-2-yl)benzamide